N-lauroyl-L-glutamic acid-2-Octyldodecyl ester C(CCCCCCC)C(COC([C@@H](NC(CCCCCCCCCCC)=O)CCC(=O)O)=O)CCCCCCCCCC